NC=1C2=C(N=C(N1)Cl)N(C=C2C=2SC=C(N2)CC2=CC=CC=C2)[C@H]2[C@@H]([C@@H]([C@H](C2)C2CCN(CC2)C[C@H]2COCC2)O)O (1R,2S,3R,5R)-3-(4-amino-5-(4-benzylthiazol-2-yl)-2-chloro-7H-pyrrolo[2,3-d]pyrimidin-7-yl)-5-(1-(((S)-tetrahydrofuran-3-yl)methyl)piperidin-4-yl)cyclopentane-1,2-diol